C1(CC1)N1C(C(=CC=C1)NC(=O)C=1C(=CC=2N(C1)C=CN2)OC(C)C)=O N-(1-cyclopropyl-2-oxo-3-pyridinyl)-7-isopropoxy-imidazo[1,2-a]Pyridine-6-carboxamide